C(C1=CC=CC=C1)C1CCN(CC1)CC=1NC(=NN1)C1=CC=C(C#N)C=C1 4-(5-((4-Benzylpiperidin-1-yl)methyl)-4H-1,2,4-triazol-3-yl)benzonitrile